C[C@H](CCCCCCCCCCCCCCCCCCCCCCCC(=O)CCO[C@@H]1[C@H]([C@H]([C@@H]([C@H](O1)CO)O)O)O)O The molecule is an alpha-D-glucoside that is (27R)-1,27-dihydroxyoctacosan-3-one on which the hydroxyl hydrogen at position 1 has been replaced by an alpha-D-mannosyl residue. It has a role as a marine metabolite. It is an alpha-D-mannoside, a ketone and a monosaccharide derivative.